1-(2-(4-Methoxybenzyl)-3-oxoisoindolin-5-yl)-3-methylcyclobutane-1-carbonitrile COC1=CC=C(CN2CC3=CC=C(C=C3C2=O)C2(CC(C2)C)C#N)C=C1